ethyl (1-(2-morpholinoethyl)-3-(3-(5-(pentan-3-ylcarbamoyl)oxazol-2-yl)phenyl)-1H-pyrazole-5-carbonyl)-L-valinate O1CCN(CC1)CCN1N=C(C=C1C(=O)N[C@@H](C(C)C)C(=O)OCC)C1=CC(=CC=C1)C=1OC(=CN1)C(NC(CC)CC)=O